C(C)OC1=C(OC[C@@H]2CNCCO2)C=CC=C1 (S)-2-((2-ethoxyphenoxy)methyl)morpholine